(6S,7S)-6-((2,5-difluoro-[1,1'-biphenyl]-3-yl)methyl)-N-((1-fluorocyclopropyl)methyl)-7-(fluoromethylsulfonamido)-5-azaspiro[2.4]heptane FC1=C(C=C(C=C1C[C@@H]1N(CC2(CC2)[C@@H]1NS(=O)(=O)CF)CC1(CC1)F)F)C1=CC=CC=C1